C(=O)O.FC=1C(=C(C=CC1)NC(=O)C=1C(N(C2=CC=CC=C2C1O)CC(C)C)=O)N1CCN(CC1)C N-(3-fluoro-2-(4-methylpiperazin-1-yl)phenyl)-4-hydroxy-1-isobutyl-2-oxo-1,2-dihydroquinoline-3-carboxamide formate